(R)-N-(4-(methylthio)benzyl)-4-(2-(p-tolyl)-2H-pyrazolo[3,4-d]pyrimidin-4-yl)piperazine-2-carboxamide CSC1=CC=C(CNC(=O)[C@@H]2NCCN(C2)C=2C=3C(N=CN2)=NN(C3)C3=CC=C(C=C3)C)C=C1